CC1=C(C(=O)O)C=CC(=C1)OC1=CC=C(C=C1)[N+](=O)[O-] 2-Methyl-4-(4-nitrophenoxy)benzoic Acid